ClC=1C=C2C(=NC(=NC2=C(C1C1=CC=CC2=C1N=C(S2)N)F)OC[C@H]2NC[C@H](C2)F)N2CCNCC2 4-(6-chloro-8-fluoro-2-(((2S,4S)-4-fluoro-pyrrolidin-2-yl)methoxy)-4-(piperazin-1-yl)quinazolin-7-yl)benzo[d]thiazol-2-amine